N-glycyl-DL-aspartic acid NCC(=O)N[C@@H](CC(=O)O)C(=O)O |r|